FC1=C(C(=CC(=C1)S(N(C)CC1=CC=C(C=C1)OC)(=O)=O)F)C=1N=C2N(C=CC(=C2)C)C1C[C@H]1CN(CCO1)C(=O)OC(C)(C)C tert-butyl (S)-2-((2-(2,6-difluoro-4-(N-(4-methoxybenzyl)-N-methylsulfamoyl)phenyl)-7-methylimidazo[1,2-a]pyridin-3-yl)methyl)morpholine-4-carboxylate